FC=1C(=C(C=C(C1)F)C(C)N)OCC1=CC=C(C=C1)OC 1-(3,5-difluoro-2-((4-methoxybenzyl)oxy)phenyl)ethan-1-amine